8-(3-amino-2-ethyl-7-methylpyrazolo[1,5-a]pyridin-5-yl)-2,8-diazaspiro[4.5]decane-2-carboxylic acid tert-butyl ester C(C)(C)(C)OC(=O)N1CC2(CC1)CCN(CC2)C2=CC=1N(C(=C2)C)N=C(C1N)CC